Cl.NC(C(=O)N1CCN(CC1)C(=O)NC1=NC(N(C=C1)C1=CC=C(C=C1)CC(CC)N1CC2C(C2C1)CN)=O)(C)C 4-(2-Amino-2-methylpropanoyl)-N-(1-(4-(2-(exo-6-(aminomethyl)-3-azabicyclo[3.1.0]hexan-3-yl)butyl)phenyl)-2-oxo-1,2-dihydropyrimidin-4-yl)piperazine-1-carboxamide Hydrochloride Salt